4-hexyldecyl 8-[4-(dimethylamino)butyl-[8-(4-hexyldecoxy)-8-oxo-octyl]amino]octanoate CN(CCCCN(CCCCCCCC(=O)OCCCC(CCCCCC)CCCCCC)CCCCCCCC(=O)OCCCC(CCCCCC)CCCCCC)C